3-cyano-N-(3-(1-((4-fluorophenyl)carbamoyl)cyclobutyl)bicyclo[1.1.1]pentan-1-yl)benzamide C(#N)C=1C=C(C(=O)NC23CC(C2)(C3)C3(CCC3)C(NC3=CC=C(C=C3)F)=O)C=CC1